C(C)N1C(NC2=CC=C(C=C2C1=O)F)=O 3-ethyl-6-fluoro-2,4-dioxo-1,2,3,4-tetrahydroquinazolin